(4-hydroxybenzoyl)-4-methylbenzenesulfonohydrazide OC1=CC=C(C(=O)C2=C(C=CC(=C2)C)S(=O)(=O)NN)C=C1